ClC1=CC(=C2C(=N1)N(C=C2)C2CCOCC2)CO (6-chloro-1-(tetrahydro-2H-pyran-4-yl)-1H-pyrrolo[2,3-B]pyridin-4-yl)methanol